CC(C[C@@H](C)N1N=CC(=C1)C=1C=2N(C=C(N1)C=1C=NN(C1)C(CO)CO)N=CC2)C (R)-2-(4-(4-(1-(4-methylpent-2-yl)-1H-pyrazol-4-yl)pyrazolo[1,5-a]pyrazin-6-yl)-1H-pyrazol-1-yl)propane-1,3-diol